ClC1=CC=C(C=C1)C1=NN(CC2=CC=CC=C12)CCOC 4-(4-chlorophenyl)-N-(2-methoxyethyl)phthalazin